(S)-7-(5-Amino-5,7-dihydrospiro[cyclopenta[b]pyridine-6,4'-piperidine]-1'-yl)-3-(2,3-dichlorophenyl)pteridine-2,4(1H,3H)-dione N[C@@H]1C=2C(=NC=CC2)CC12CCN(CC2)C2=CN=C1C(N(C(NC1=N2)=O)C2=C(C(=CC=C2)Cl)Cl)=O